O1N=CC(=C1)C1=CC(=C2C=NNC2=C1)NCCOCCCCNCC=1C=CC(=C(C1)CO)OC(F)(F)F (5-(((4-(2-((6-(isoxazol-4-yl)-1H-indazol-4-yl)amino)ethoxy)butyl)amino)methyl)-2-(trifluoromethoxy)phenyl)methanol